6,7-dimethoxy-4-(4-nitrophenyl)quinoline COC=1C=C2C(=CC=NC2=CC1OC)C1=CC=C(C=C1)[N+](=O)[O-]